Pent-4-enehydrazide C(CCC=C)(=O)NN